O=C1CNC(CN1)=O 3,6-DIOXOPIPERAZINE